2-chloro-3,6-difluoroaniline ClC1=C(N)C(=CC=C1F)F